4-[5-(methoxymethyl)-1-{[2-(trimethylsilyl)ethoxy]methyl}pyrazol-4-yl]-N-{2-[(2R)-1-methylpyrrolidin-2-yl]-1-{[2-(trimethylsilyl)ethoxy]methyl}pyrrolo[3,2-c]pyridin-6-yl}benzamide COCC1=C(C=NN1COCC[Si](C)(C)C)C1=CC=C(C(=O)NC2=CC3=C(C=N2)C=C(N3COCC[Si](C)(C)C)[C@@H]3N(CCC3)C)C=C1